1-(5-(4-((4-(2,5-Dimethoxy-4-(2-methyl-1-oxo-1,2-dihydro-2,7-naphthyridin-4-yl)benzyl)piperazin-1-yl)methyl)piperidine-1-carbonyl)-2-methoxyphenyl)dihydropyrimidine-2,4(1H,3H)-dione COC1=C(CN2CCN(CC2)CC2CCN(CC2)C(=O)C=2C=CC(=C(C2)N2C(NC(CC2)=O)=O)OC)C=C(C(=C1)C1=CN(C(C2=CN=CC=C12)=O)C)OC